monoethanolamine 2-aminoisobutyrate NC(C(=O)O)(C)C.C(O)CN